(1-((3-(bromomethyl) phenyl) sulfonyl)-piperidin-4-yl) carbamate C(N)(OC1CCN(CC1)S(=O)(=O)C1=CC(=CC=C1)CBr)=O